ethyl (S or R)-6-bromo-8-(1-hydroxyethyl)imidazo[1,2-a]pyridine-2-carboxylate BrC=1C=C(C=2N(C1)C=C(N2)C(=O)OCC)[C@H](C)O |o1:15|